N-(cyclopropylmethyl)-2-methoxy-4-(trifluoromethyl)benzothiamide C1(CC1)CNC(C1=C(C=C(C=C1)C(F)(F)F)OC)=S